N-(4-cyano-2-fluoro-phenyl)-5-(2,6-difluorophenyl)-1H-pyrrole-3-sulfonamide C(#N)C1=CC(=C(C=C1)NS(=O)(=O)C1=CNC(=C1)C1=C(C=CC=C1F)F)F